(1r,3R,5'S,7a'R)-3-hydroxy-5'-phenyltetrahydro-3'H-spiro[cyclobutane-1,2'-pyrrolo[2,1-b]oxazol]-3'-one OC1CC2(C(N3[C@H](O2)CC[C@H]3C3=CC=CC=C3)=O)C1